dodeca-2,4,10-trien-6,8-diynyl acetate C(C)(=O)OCC=CC=CC#CC#CC=CC